[Si](C)(C)(C(C)(C)C)OCC1(CCC1)O 1-(((tert-butyldimethylsilyl)oxy)methyl)cyclobutan-1-ol